5-[4-[[(4,5-dimethyl-2-pyridyl)amino]methyl]-2-fluoro-6-hydroxy-phenyl]-1,1-dioxo-1,2,5-thiadiazolidin-3-one CC1=CC(=NC=C1C)NCC1=CC(=C(C(=C1)O)N1CC(NS1(=O)=O)=O)F